tert-butyl (7-fluoro-3-((6-isopropyl-7-oxo-5,6,7,8-tetrahydro-4H-pyrazolo[1,5-d][1,4]diazepin-2-yl)amino)-6-((2-methoxypyridin-3-yl)methyl)isoquinolin-8-yl)carbamate FC1=C(C=C2C=C(N=CC2=C1NC(OC(C)(C)C)=O)NC1=NN2CC(N(CCC2=C1)C(C)C)=O)CC=1C(=NC=CC1)OC